OC=1C(=NC=CC1OC)C(=S)N[C@@H](C)C(=O)O[C@H]([C@@H](C1=CC=CC=C1)C1CCCC1)C (1R,2S)-1-cyclopentyl-1-phenylpropan-2-yl (3-hydroxy-4-methoxypyridine-2-carbonothioyl)-Z-alaninate